Octyl para-methoxycinnamate (ethylhexyl methoxycinnamate) C(C)C1=C(C(=C(C(=O)O)OC)CCCCCC)C=CC=C1.COC1=CC=C(C=CC(=O)OCCCCCCCC)C=C1